FC=1C=C(CCC2=NNC(=C2)C(=O)O)C=C(C1)F 3-(3,5-difluorophenethyl)-1H-pyrazole-5-carboxylic acid